5-(cyclopropylmethyl)-6-(2-(2-methyl-6-(trifluoromethyl)pyrimidin-4-yl)-2,8-diazaspiro[4.5]decan-8-yl)-1-(tetrahydro-2H-pyran-2-yl)-1,5-dihydro-4H-pyrazolo[3,4-d]pyrimidin-4-one C1(CC1)CN1C(=NC2=C(C1=O)C=NN2C2OCCCC2)N2CCC1(CCN(C1)C1=NC(=NC(=C1)C(F)(F)F)C)CC2